ClC1=NC=C2C=C(N=C(C2=C1)N1CCCCC1)[C@@]1(C(=O)OCC)CC=CC=C1 ethyl (R)-1-(7-chloro-1-(piperidin-1-yl)-2,6-naphthyridin-3-yl)benzoate